1-[2-[4-[3-chloro-4-[2-hydroxy-1-(2-pyridyl)ethoxy]pyrazolo[1,5-a]pyridin-6-yl]-5-methyl-pyrazol-1-yl]-7-azaspiro[3.5]nonan-7-yl]prop-2-en-1-one ClC=1C=NN2C1C(=CC(=C2)C=2C=NN(C2C)C2CC1(C2)CCN(CC1)C(C=C)=O)OC(CO)C1=NC=CC=C1